mercaptocoronene SC1=CC2=CC=C3C=CC4=CC=C5C=CC6=CC=C1C1=C6C5=C4C3=C21